4-(2-methyl-4-((6-((1-methyl-2-oxo-1,2-dihydroquinolin-6-yl)thio)hexyl)amino)phenyl)piperazine-1-carboxylic acid tert-butyl ester C(C)(C)(C)OC(=O)N1CCN(CC1)C1=C(C=C(C=C1)NCCCCCCSC=1C=C2C=CC(N(C2=CC1)C)=O)C